Thiosalicylic Acid C(C=1C(S)=CC=CC1)(=O)O